1-(2-methoxyethyl)-1H-pyrazol-4-amine COCCN1N=CC(=C1)N